5-((5S)-5-methyl-2-piperidyl)-2-tetrahydropyran-4-yl-1,3-benzothiazole C[C@H]1CCC(NC1)C=1C=CC2=C(N=C(S2)C2CCOCC2)C1